ClC=1C=2N(C=C(C1)C=1N=C3N(N=C(C=C3)C3CCN(CC3)C)C(C1)=O)C=C(N2)C 2-(8-chloro-2-methylimidazo[1,2-a]pyridin-6-yl)-7-(1-methylpiperidin-4-yl)-4H-pyrimido[1,2-b]pyridazin-4-one